(S)-2,2-dimethyl-1-phenylpropan-1-amine CC([C@H](N)C1=CC=CC=C1)(C)C